5-methyl-N2,N4-bis(3-(morpholinosulfonyl)phenyl)pyrimidine-2,4-diamine CC=1C(=NC(=NC1)NC1=CC(=CC=C1)S(=O)(=O)N1CCOCC1)NC1=CC(=CC=C1)S(=O)(=O)N1CCOCC1